FC1=C(C=CC=C1)C=1N=NNC1C(=O)O 4-(2-fluorophenyl)-1H-1,2,3-triazole-5-carboxylic acid